2-(3,4-dimethoxyphenyl)-7-fluoro-4H-quinolizin-4-one COC=1C=C(C=CC1OC)C=1C=C2C=CC(=CN2C(C1)=O)F